1-(3-(difluoromethoxy)phenyl)-3-isopropyl-N-(3-methyl-1,1-dioxidothietan-3-yl)-1H-pyrazolo[3,4-b]pyridine-5-carboxamide FC(OC=1C=C(C=CC1)N1N=C(C=2C1=NC=C(C2)C(=O)NC2(CS(C2)(=O)=O)C)C(C)C)F